C(#N)C=1C=C(C=C(C1)F)N1C(N(C(C1)=O)CC(=O)OCC)=O ethyl 2-(3-(3-cyano-5-fluorophenyl)-2,5-dioxoimidazolidin-1-yl)acetate